2-(2-pyridyl)pyridine N1=C(C=CC=C1)C1=NC=CC=C1